4-((pyrrolidin-1-ylsulfonyl)carbamoyl)spiro[benzo[d][1,3]dioxole-2,1'-cyclobutane]-6-carboxylic acid N1(CCCC1)S(=O)(=O)NC(=O)C1=CC(=CC=2OC3(CCC3)OC21)C(=O)O